NC=1N=C(C2=C(N1)C=CN(C2=O)CC2=C(C=C(C=C2)CN2CCCC2)Cl)N[C@H](C)CCC (R)-2-amino-6-(2-chloro-4-(pyrrolidin-1-ylmethyl)benzyl)-4-(pentan-2-ylamino)pyrido[4,3-d]pyrimidin-5(6H)-one